C1N(CCC2=CC=CC=C12)C[C@H](CN1CCOC2=C(C1=O)C=CC(=C2)C=2C=NN(C2C)C)O 4-[(2R)-3-(3,4-dihydro-1H-isoquinolin-2-yl)-2-hydroxy-propyl]-8-(1,5-dimethylpyrazol-4-yl)-2,3-dihydro-1,4-benzoxazepin-5-one